FC=1C(=C(C=CC1F)[C@H]1[C@@H](O[C@]([C@@H]1C)(C(F)(F)F)C)C(=O)NC1=CC(=NC=C1F)C(=O)N)OC 4-[[(2R,3s,4r,5r)-3-(3,4-difluoro-2-methoxy-phenyl)-4,5-dimethyl-5-(trifluoromethyl)tetrahydrofuran-2-carbonyl]amino]-5-fluoro-pyridine-2-carboxamide